4-(4-(3,8-diazabicyclo[3.2.1]octan-3-yl)-6-chloro-2-(((s)-1-((dimethylamino)methyl)-2,2-difluorocyclopropyl)methoxy)-8-fluoroquinazolin-7-yl)naphthalen-2-ol C12CN(CC(CC1)N2)C2=NC(=NC1=C(C(=C(C=C21)Cl)C2=CC(=CC1=CC=CC=C21)O)F)OC[C@@]2(C(C2)(F)F)CN(C)C